FC(OC=1C=C(C=CC1)N1C(C(C2=CC(=CC=C12)C(=O)NC1(CS(C1)(=O)=O)C)(C)C)=O)F 1-(3-(difluoromethoxy)phenyl)-3,3-dimethyl-N-(3-methyl-1,1-dioxidothietan-3-yl)-2-oxoindoline-5-carboxamide